2-((1H-pyrazol-3-yl)methyl)-6-((1-amino-1H-pyrazol-5-yl)methyl)-4-methyl-4,6-dihydro-5H-thiazolo[5',4':4,5]pyrrolo[2,3-d]pyridazin-5-one N1N=C(C=C1)CC=1SC2=C(N(C=3C(N(N=CC32)CC3=CC=NN3N)=O)C)N1